NC1CCN(CC1)C1=CC(=C(C=C1)NC1=NC=C(C=C1)C(F)(F)F)OC 2-((4-(4-aminopiperidin-1-yl)-2-methoxyphenyl)amino)-5-(trifluoromethyl)pyridine